8-cyano-N-[6-(difluoromethoxy)-5-fluoro-2-methoxy-3-pyridinyl]-7-methyl-imidazo[1,2-a]pyridine-3-sulfonamide C(#N)C=1C=2N(C=CC1C)C(=CN2)S(=O)(=O)NC=2C(=NC(=C(C2)F)OC(F)F)OC